6-methyl-2-(piperidin-1-yl)-9H-chromeno[2,3-d]thiazol-9-one CC=1C=CC=2C(C3=C(N=C(S3)N3CCCCC3)OC2C1)=O